O.C(O)(O)=O bicarbonate compound with water